6-bromo-2-(1-(2,5-dichlorophenyl)-2,5-dimethyl-1H-pyrrol-3-yl)-N-((S)-1-(ethylsulfonyl)pyrrolidin-3-yl)-3H-imidazo[4,5-b]pyridin-7-amine BrC=1C(=C2C(=NC1)NC(=N2)C2=C(N(C(=C2)C)C2=C(C=CC(=C2)Cl)Cl)C)N[C@@H]2CN(CC2)S(=O)(=O)CC